N1CC(C1)C1CC[C@]12CN(CC2)C(=O)OC(C)(C)C tert-butyl (4R)-3-(azetidin-3-yl)-6-azaspiro[3.4]octane-6-carboxylate